rac-N-[(4-ethyl-2,5-dioxoimidazolidin-4-yl)methyl]-2-(4-fluorophenyl)-2H-1,2,3-triazole-4-carboxamide C(C)[C@@]1(NC(NC1=O)=O)CNC(=O)C1=NN(N=C1)C1=CC=C(C=C1)F |r|